(S)-methyl 2'-chloro-6'-(5-hydroxy-1H-1,3-benzodiazol-2-yl)-4-{[(1R)-1-phenylbutyl] carbamoyl}-[1,1'-biphenyl]-2-carboxylate ClC1=C(C(=CC=C1)C1=NC2=C(N1)C=CC(=C2)O)C=2C(=CC(=CC2)C(N[C@H](CCC)C2=CC=CC=C2)=O)C(=O)OC